5-(2-Fluoro-4-phenoxyphenyl)-7-(6-methyltetrahydro-2H-pyran-3-yl)imidazo[5,1-f][1,2,4]triazin-4-amine FC1=C(C=CC(=C1)OC1=CC=CC=C1)C=1N=C(N2N=CN=C(C21)N)C2COC(CC2)C